[Se]=[Te].[Zn].[Cd] cadmium zinc selenium telluride